tert-butyl (R)-4-(1-(4-(3-(2,6-bis(benzyloxy)pyridin-3-yl)-1-methyl-1H-indazol-6-yl)piperazin-1-yl)ethyl)piperidine-1-carboxylate C(C1=CC=CC=C1)OC1=NC(=CC=C1C1=NN(C2=CC(=CC=C12)N1CCN(CC1)[C@H](C)C1CCN(CC1)C(=O)OC(C)(C)C)C)OCC1=CC=CC=C1